2-(3,6-dihydro-2H-pyran-4-yl)-N-(5-(2-(2,2-dimethylpyrrolidin-1-yl)acetamido)-2-methylpyridin-3-yl)-1H-pyrrolo[2,3-b]pyridine-5-carboxamide O1CCC(=CC1)C1=CC=2C(=NC=C(C2)C(=O)NC=2C(=NC=C(C2)NC(CN2C(CCC2)(C)C)=O)C)N1